C(C)(C)(C)OC(=O)N1[C@H]2CN(C[C@@H]1CC2)C2=NC(=NC1=C(C(=CC=C21)Cl)F)N2CC1(CCCN1C(=O)OC(C)(C)C)CC2 tert-butyl 7-(4-((1R,5S)-8-(tert-butoxycarbonyl)-3,8-diazaBicyclo[3.2.1]Octane-3-yl)-7-chloro-8-fluoro quinazoline-2-yl)-1,7-diazaspiro[4.4]Nonane-1-carboxylate